ethyl ((S)-2-(3-((4-bromo-3-((S)-1-methoxy-2,2-dimethylpropyl)benzyl)oxy)phenyl)-2-cyclopropylethyl)(methyl)phosphinate BrC1=C(C=C(COC=2C=C(C=CC2)[C@@H](CP(OCC)(=O)C)C2CC2)C=C1)[C@H](C(C)(C)C)OC